N1(CCCCCC1)C=1N=C(C2=C(C=NNC2=O)N1)NC1=CC=C(C=C1)N1CCN(CC1)CC 2-(azepan-1-yl)-4-((4-(4-ethylpiperazin-1-yl)phenyl)amino)pyrimido[4,5-d]pyridazin-5(6H)-one